C(C)N(CC)[Zr](N(CC)CC)(N(CC)CC)N(CC)CC.[Zr] zirconium tetra(diethylamino)zirconium